N-(5-(2-(4-bromophenoxy)ethoxy)-1,3,4-thiadiazol-2-yl)-3-(2-methoxyphenyl)isonicotinamide BrC1=CC=C(OCCOC2=NN=C(S2)NC(C2=C(C=NC=C2)C2=C(C=CC=C2)OC)=O)C=C1